CN[C@@H](CC1=CNC=N1)C(=O)O Methyl-L-histidine